2-Amino-N-[2,4-difluoro-5-[(5-methoxypyridin-2-yl)carbamoyl]phenyl]-1,3-thiazole-5-carboxamide NC=1SC(=CN1)C(=O)NC1=C(C=C(C(=C1)C(NC1=NC=C(C=C1)OC)=O)F)F